2-benzothiazolecarboxamide S1C(=NC2=C1C=CC=C2)C(=O)N